C(CCC)OC1=CC(=C(CCN2[C@H]([C@H]([C@@H]([C@H](C2)O)O)O)CF)C(=C1)F)F (2R,3R,4R,5S)-1-(4-butoxy-2,6-difluorophenethyl)-2-(fluoromethyl)piperidin-3,4,5-triol